CC1=CC=C(C=C1)C1=CC(=CC=C1)OC1=C(N=NN1)C(=O)O 5-((4'-methyl-[1,1'-biphenyl]-3-yl)oxy)-1H-1,2,3-triazole-4-carboxylic acid